ClC=1C(=NC=CC1)OC[C@@H]1NCC(C1)C=1C=NC=CC1 3-chloro-2-[[(2R)-4-(pyridin-3-yl)pyrrolidin-2-yl]methoxy]pyridine